lithium 1-(8-cyano-quinoxalin-5-yl)-5,5-difluoro-piperidine-3-carboxylate C(#N)C=1C=CC(=C2N=CC=NC12)N1CC(CC(C1)(F)F)C(=O)[O-].[Li+]